ClC1=CC(=C(C=N1=O)OCC(=O)OC)[N+](=O)[O-] methyl 2-[(6-chloro-4-nitro-1-oxo-1lambda5-pyridin-3-yl)oxy]acetate